Cis-tert-butyl 4-methyl-2-(4-(trifluoromethyl)phenyl)piperidine-1-carboxylate C[C@@H]1C[C@@H](N(CC1)C(=O)OC(C)(C)C)C1=CC=C(C=C1)C(F)(F)F